6-((2R,3S)-2-amino-3-fluorobutyl)-7-bromo-2-chloro-N-(2-fluorobenzyl)pyrrolo[2,1-f][1,2,4]triazin-4-amine N[C@H](CC=1C=C2C(=NC(=NN2C1Br)Cl)NCC1=C(C=CC=C1)F)[C@H](C)F